phosphotyrosin P(=O)(O)(O)OC1=CC=C(C[C@H](N)C(=O)O)C=C1